(1s,4s)-N-(3-methoxy-4-vinylphenyl)-4-(4-methyl-1-oxoisoindolin-2-yl)cyclohexane-1-carboxamide COC=1C=C(C=CC1C=C)NC(=O)C1CCC(CC1)N1C(C2=CC=CC(=C2C1)C)=O